Benzylidene iodide C(C1=CC=CC=C1)(I)I